tert-butyl (4-bromo-2-(trifluoromethyl)phenethyl)carbamate BrC1=CC(=C(CCNC(OC(C)(C)C)=O)C=C1)C(F)(F)F